2-[5-[[(3,4-dimethylpyrimido[4',5':4,5]thieno[2,3-c]pyridazin-8-yl)amino]methyl]-2-pyridyl]propan-2-ol CC1=C(C2=C(N=N1)SC1=C2N=CN=C1NCC=1C=CC(=NC1)C(C)(C)O)C